FC1=C(C=CC=C1)C1=CC(=CC=C1)C[C@@H]1C=2C(N(C=NC2CC[C@@H]1NS(=O)(=O)C1CC1)C(C)C)=O N-[(5R,6S)-5-[(2'-fluoro[1,1'-biphenyl]-3-yl)methyl]-4-oxo-3-(propan-2-yl)-3,4,5,6,7,8-hexahydroquinazolin-6-yl]cyclopropanesulfonamide